((4,5-dichloro-2-hydroxyphenyl)(1-(pyridin-2-yl)piperidin-4-yl)methyl)-2-methylpropane-2-sulfinamide ClC1=CC(=C(C=C1Cl)C(C1CCN(CC1)C1=NC=CC=C1)CC(C)(S(=O)N)C)O